C(#N)C=1C=C(NC2=CC=CC(=N2)S(=O)(=O)NC(=O)C=2C(=NC=CC2)N2C(CC(C2)C)(C)C)C=CC1 N-[[6-(3-Cyanoanilino)-2-pyridyl]sulfonyl]-2-(2,2,4-trimethylpyrrolidin-1-yl)pyridin-3-carboxamid